CN1C=NC2=NC=NC(=C12)N1CCC(CC1)CCNS(=O)(=O)N N-(2-(1-(7-methyl-7H-purin-6-yl)piperidin-4-yl)ethyl)sulfamide